CC(C)CCCC(C)CCCC(C)CCC(=O)C(C)C(=O)O The molecule is a 3-oxo monocarboxylic acid comprised of pristanic acid with an oxo group at C-3. It is a long-chain fatty acid, a methyl-branched fatty acid and a 3-oxo fatty acid.